COC=CC1(CC1)C1=CSC=C1 3-(1-(2-Methoxyvinyl)cyclopropyl)thiophene